C1(CCC1)C=1C(=NN(C1NC(OC[C@@H]1C(C1)(F)F)=O)C)C1CC(C1)(F)F (R)-(2,2-difluorocyclopropyl)methyl (4-cyclobutyl-3-(3,3-difluorocyclobutyl)-1-methyl-1H-pyrazol-5-yl)carbamate